dimethyl-(6-((2-((8-(1-methyl-1H-pyrazol-5-yl)-2,3-dihydrobenzo[b][1,4]dioxin-5-yl)amino)-7H-pyrrolo[2,3-d]pyrimidin-4-yl)amino)quinoxalin-5-yl)phosphine oxide CP(C1=C2N=CC=NC2=CC=C1NC=1C2=C(N=C(N1)NC1=CC=C(C=3OCCOC31)C3=CC=NN3C)NC=C2)(C)=O